C1(=CC=CC=C1)N(C(\C=C\C1=CC=CC=C1)=O)C=1SC=CN1 (E)-N,3-diphenyl-N-thiazol-2-yl-prop-2-enamide